4-(1-(1-(cyanomethyl)cyclobutyl)-5-(3,5-dimethylisoxazol-4-yl)-1H-pyrrolo[2,3-b]pyridin-3-yl)-3-(trifluoromethoxy)benzoic acid C(#N)CC1(CCC1)N1C=C(C=2C1=NC=C(C2)C=2C(=NOC2C)C)C2=C(C=C(C(=O)O)C=C2)OC(F)(F)F